C1(CCCC1)N1C(C=C(C2=C1N=C(N=C2)N2CCC(CC2)NCCC2=CC=CC=C2)C2=C(C=CC=C2)OC)=O 8-cyclopentyl-5-(2-methoxyphenyl)-2-(4-(phenethylamino)piperidin-1-yl)pyrido[2,3-d]pyrimidin-7-one